C([C@H]([C@H]([C@H]([C@@H](C(=O)CO)O)O)O)O)OP(=O)([O-])[O-] The molecule is an organophosphate oxoanion that is the dianion of sedoheptulose 7-phosphate arising from deprotonation of both OH groups from the phosphate. It has a role as a human metabolite and a Saccharomyces cerevisiae metabolite. It is a conjugate base of a sedoheptulose 7-phosphate.